C(C)(C)(C)OC(NC(CN(C)CC1=CC=CC=C1)(C)C)=O 1-(Phenylmethyl-(methyl)amino)-2-methylpropan-2-carbamic acid tert-butyl ester